1-(2,6-dichlorophenyl)-4-((6-(5-(1,1-difluoroethyl)-1H-tetrazol-1-yl)pyridin-3-yl)amino)-1H-pyrazole-3-carboxamide ClC1=C(C(=CC=C1)Cl)N1N=C(C(=C1)NC=1C=NC(=CC1)N1N=NN=C1C(C)(F)F)C(=O)N